L-methionine-HCl Cl.N[C@@H](CCSC)C(=O)O